(7S,8aS)-2-(5-fluoropyridin-2-yl)-7-(3-(quinoxalin-5-yl)propyl)hexahydropyrrolo[1,2-a]pyrazin-6(2H)-one FC=1C=CC(=NC1)N1C[C@H]2N(CC1)C([C@H](C2)CCCC2=C1N=CC=NC1=CC=C2)=O